ClC1=CC=C(C=C1)N1N=CC2=C1N=CN(C2=O)CC2(CCN(CC2)C(=O)C2CCOCC2)O 1-(4-chlorophenyl)-5-([4-hydroxy-1-(oxane-4-carbonyl)piperidin-4-yl]methyl)-1H,4H,5H-pyrazolo[3,4-d]pyrimidin-4-one